C1(=CC=C(C=C1)N(C1=CC=C(C=C1)C1=CC=C(C=C1)N(C1=CC=C(C=C1)C1=CC=C(C=C1)C1=CC=CC=C1)C1=CC=CC=C1)C1=CC=C(C=C1)C1=CC=CC=C1)C1=CC=CC=C1 N4,N4-bis(([1,1'-biphenyl]-4-yl))-N4'-phenyl-N4'-[1,1':4',1''-terphenyl]-4-yl-[1,1'-biphenyl]-4,4'-diamine